N1=CC=CC=2NCC3N(C21)CCNC3 6,6a,7,8,9,10-hexahydro-5H-pyrazino[1,2-a]pyrido[3,2-e]pyrazin